C(C)C(CCC(=C)C)CC 5-ethyl-2-methyl-1-heptene